CC1=C(C[C@H](N)C(=O)O)C(=CC(=C1)O)C 2,6-bis(methyl)tyrosine